N-(1-(4-fluoro-phenyl)-2-hydroxy-ethyl)-1-(5-methyl-2-(((S)-tetra-hydro-furan-3-yl)amino)-pyrimidin-4-yl)-1H-pyrrole-3-carboxamide FC1=CC=C(C=C1)C(CO)NC(=O)C1=CN(C=C1)C1=NC(=NC=C1C)N[C@@H]1COCC1